({[(2R,3S,4R,5R)-5-(6-chloro-4-{[(1S)-1-(2-fluorophenyl)ethyl]amino}-1H-pyrazolo[3,4-b]pyridin-yl)-3,4-dihydroxyoxolan-2-yl]methoxy}methyl)phosphonic acid ClC1=CC(=C2C(=N1)N(N=C2)[C@H]2[C@@H]([C@@H]([C@H](O2)COCP(O)(O)=O)O)O)N[C@@H](C)C2=C(C=CC=C2)F